ClC1=CC(=C(CC2NC(=NOC2)C2=CC(=NC=C2OC2=C(C(=CC=C2)C)F)C)C=C1)C 5-(4-chloro-2-methylbenzyl)-3-[5-(2-fluoro-3-methylphenoxy)-2-methylpyridin-4-yl]-5,6-dihydro-4H-1,2,4-oxadiazine